N-(3-methyl-1-oxobutyl)-L-cysteine CC(CC(=O)N[C@@H](CS)C(=O)O)C